(S)-quinuclidin-3-yl 8-(4-fluorophenyl)-5,6-dihydro-1,7-naphthyridine-7(8H)-carboxylate FC1=CC=C(C=C1)C1N(CCC=2C=CC=NC12)C(=O)O[C@@H]1CN2CCC1CC2